5-chloro-1'-(2-{2'-oxo-1'-[(cis)-3-hydroxy-3-methylcyclobutyl]-1',2'-dihydrospiro[cyclopropane-1,3'-pyrrolo[2,3-b]pyridin]-5'-yloxy}ethyl)-1,2-dihydrospiro[indole-3,4'-piperidin]-2-one ClC=1C=C2C(=CC1)NC(C21CCN(CC1)CCOC=1C=C2C(=NC1)N(C(C21CC1)=O)C1CC(C1)(C)O)=O